1-(4-(4-(4-amino-5-(4-methoxyphenyl)-7-methyl-7H-pyrrolo[2,3-d]pyrimidin-6-yl)-1H-pyrazol-1-yl)piperidin-1-yl)prop-2-en-1-one NC=1C2=C(N=CN1)N(C(=C2C2=CC=C(C=C2)OC)C=2C=NN(C2)C2CCN(CC2)C(C=C)=O)C